2-(2-{[2-(1H-1,3-benzodiazol-2-yl)propyl]amino}ethyl)-N-[(3-fluoropyridin-2-yl)methyl]-[1,3]thiazolo[5,4-d]pyrimidin-7-amine N1C(=NC2=C1C=CC=C2)C(CNCCC=2SC=1N=CN=C(C1N2)NCC2=NC=CC=C2F)C